C(C)C1=C(C(=O)OOC(C2=C(C=CC=C2)CC)=O)C=CC=C1 di(2-ethylbenzoyl) peroxide